2-(1-(t-butoxycarbonyl)piperidin-4-yl)acetic acid C(C)(C)(C)OC(=O)N1CCC(CC1)CC(=O)O